CC1=CC=C(C(=O)O[C@@H]2[C@H](O[C@@H](C2)OC)COC(C2=CC=C(C=C2)C)=O)C=C1 (2R,3S,5S)-5-methoxy-2-(((4-methylbenzoyl)oxy)methyl)tetrahydrofuran-3-yl 4-methylbenzoate